dimethylacetoacetyl chloride CC(C(CC(=O)Cl)=O)C